COC1=CC=C(C=C1)C1=NOC(=N1)N1CCC(CC1)C(=O)NC 1-(3-(4-methoxyphenyl)-1,2,4-oxadiazol-5-yl)-N-methylpiperidine-4-carboxamide